ClC=1C=C2C(=CC(=NC2=CC1)C(F)(F)F)NCC1(CN(C1)C(=O)NC1CC1)N1N=CC(=C1)F 3-(((6-chloro-2-(trifluoromethyl)quinolin-4-yl)amino)methyl)-N-cyclopropyl-3-(4-fluoro-1H-pyrazol-1-yl)azetidine-1-carboxamide